azatrithiol N=1SSSC1